BrC=1C=CC(=NC1)C1=NC(=NC(=C1C1=CC=CC=C1)C1=CC=CC=C1)C1=CC=CC=C1 4-(5-bromopyridin-2-yl)-2,5,6-triphenylpyrimidine